diethylene glycol diglycidyl ether C(C1CO1)OCCOCCOCC1CO1